1,2-Diaminoethane NCCN